6'-chloro-1'-(2-(1,1-difluoroethyl)-6-methoxypyrimidin-4-yl)-1',2'-dihydrospiro[cyclopropane-1,3'-pyrrolo[3,2-c]pyridine] ClC1=CC2=C(C=N1)C1(CN2C2=NC(=NC(=C2)OC)C(C)(F)F)CC1